9-(4-(2,6-bis(4-(3,6-dimethyl-9H-carbazol-9-yl)phenyl)-4-(2-(4,6-diphenyl-1,3,5-triazin-2-yl)phenyl)pyridin-3-yl)phenyl)-9H-carbazole-3-carbonitrile CC=1C=CC=2N(C3=CC=C(C=C3C2C1)C)C1=CC=C(C=C1)C1=NC(=CC(=C1C1=CC=C(C=C1)N1C2=CC=CC=C2C=2C=C(C=CC12)C#N)C1=C(C=CC=C1)C1=NC(=NC(=N1)C1=CC=CC=C1)C1=CC=CC=C1)C1=CC=C(C=C1)N1C2=CC=C(C=C2C=2C=C(C=CC12)C)C